Formaldehyde-d2 [2H]C(=O)[2H]